C(C1=CC=CC=C1)N1C[C@@H]([C@H](C1)OC)C(=O)OC (3S,4R)-methyl 1-benzyl-4-methoxypyrrolidine-3-carboxylate